2-(4-(Methoxymethylphosphanyloxy)-1H-indol-3-yl)-N,N-dimethylethanamine COCPOC1=C2C(=CNC2=CC=C1)CCN(C)C